4-(8-((2,6-diethoxy-4'-fluoro-[1,1'-biphenyl]-4-yl)methyl)-2-oxo-1-oxa-3,8-diazaspiro[4.5]decan-3-yl)-N-(4-((1,3-dihydroxy-2-(hydroxymethyl)propan-2-yl)amino)-4-oxobutyl)benzamide C(C)OC1=C(C(=CC(=C1)CN1CCC2(CN(C(O2)=O)C2=CC=C(C(=O)NCCCC(=O)NC(CO)(CO)CO)C=C2)CC1)OCC)C1=CC=C(C=C1)F